2-(bromomethyl)succinic acid BrCC(C(=O)O)CC(=O)O